C(C)OC1=NC=CC=C1C=1C=C(C=2N(N1)C(=NC2C(C)C)C)NCC=2C(=NC=CC2)C(F)(F)F (2-ethoxy-3-pyridyl)-5-isopropyl-7-methyl-N-[[2-(trifluoromethyl)-3-pyridyl]methyl]imidazo[1,5-b]pyridazin-4-amine